CC=1C(=C(C=CC1)S(=O)(=O)N)C(=O)OC methyl-2-methoxycarbonylbenzenesulfonamide